NC=1N=NC(=CC1N1C[C@H]2CC[C@@H](C1)N2C=2C=C(OC1CC3(CN(C3)C(=O)OC(C)(C)C)C1)C=CC2)C2=C(C=CC=C2)O tert-butyl 6-[3-[(1R,5S)-3-[3-amino-6-(2-hydroxyphenyl)pyridazin-4-yl]-3,8-diazabicyclo[3.2.1]octan-8-yl]phenoxy]-2-azaspiro[3.3]heptane-2-carboxylate